FC(C1=CC=C(C=C1)N1C[C@@H]2N(C3=C1C=CC=N3)CCN(C2)C(C=C)=O)(F)F (S)-1-(5-(4-(trifluoromethyl)phenyl)-5,6,6a,7,9,10-hexahydro-8H-pyrazino[1,2-a]pyrido[3,2-e]pyrazin-8-yl)prop-2-en-1-one